Methyl 2-aminopropionate NC(C(=O)OC)C